5-(4-(1-(benzo[d][1,3]dioxol-5-yl)ethyl)piperazin-1-yl)-2-iodopyrimidine O1COC2=C1C=CC(=C2)C(C)N2CCN(CC2)C=2C=NC(=NC2)I